4,6-di-tert-butyl-pyrocatechol C(C)(C)(C)C=1C=C(C(O)=C(C1)C(C)(C)C)O